benzyl 1-((1S,2R,3R,4R,5S)-2,3-dihydroxy-4-((6-(trifluoromethyl)pyrazin-2-yl)amino)-6,8-dioxabicyclo[3.2.1]octan-1-yl)-10,17-dioxo-2,13-dioxa-9,16-diazahenicosan-21-oate O[C@H]1[C@@]2(CO[C@H]([C@@H]([C@H]1O)NC1=NC(=CN=C1)C(F)(F)F)O2)COCCCCCCNC(CCOCCNC(CCCC(=O)OCC2=CC=CC=C2)=O)=O